C(C)(C)C=1C=C2C=C(N(C2=CC1)CC1=NC=CC=C1)C(=O)O 5-isopropyl-1-(pyridin-2-ylmethyl)-1H-indole-2-carboxylic acid